CC1=CC=C(C=C1)S(=O)(=O)O.S(=O)(=O)(O)C(CCC)C1=NC=CC=C1 1-sulfobutyl-pyridine p-toluenesulfonate